5-bromo-2-cyclobutyl-7-(methylthio)-2,3-dihydro-[1,4]dioxino[2,3-c]pyridine BrC1=NC(=CC2=C1OCC(O2)C2CCC2)SC